O1C=NCC1 R-2-oxazoline